FC1=CC=C(C=C1)C(C(C)C)N1C[C@@H](N(C[C@H]1C)C(=O)OC(C)(C)C)C tert-butyl (2S,5R)-4-(1-(4-fluorophenyl)-2-methylpropyl)-2,5-dimethylpiperazine-1-carboxylate